3-((4-(cycloheptyloxy)-6-(1H-pyrazol-1-yl)-1,3,5-triazin-2-yl)amino)-1-(1H-pyrrol-2-yl)propan-1-one C1(CCCCCC1)OC1=NC(=NC(=N1)N1N=CC=C1)NCCC(=O)C=1NC=CC1